2,6-Di-t-butylcarbazole C(C)(C)(C)C1=CC=2NC3=CC=C(C=C3C2C=C1)C(C)(C)C